ClC1=C(C=CC(=C1)F)C=1CCC=2C=CC(=CC2C1C1=CC=C(C=C1)O[C@@H]1CN(CC1)CCCF)O 7-(2-Chloro-4-fluorophenyl)-8-[4-[(3S)-1-(3-fluoropropyl)pyrrolidin-3-yl]oxyphenyl]-5,6-dihydronaphthalin-2-ol